FC(OC=1C=C(C=CC1)N1N=C(C2=CC(=CC=C12)C(=O)N[C@@]1(CS(CC1)(=O)=O)C)OC1=CC=C(C=C1)F)F (S)-1-(3-(difluoromethoxy)phenyl)-3-(4-fluorophenoxy)-N-(3-methyl-1,1-dioxidotetrahydrothiophen-3-yl)-1H-indazole-5-carboxamide